4-(3-((R)-3-(4-Acetylpiperazin-1-yl)pyrrolidin-1-yl)-5-fluoro-7,9-dihydrofuro[3,4-f]quinazolin-6-yl)-2-amino-7-fluorothieno[3,2-c]pyridine-3-carbonitrile C(C)(=O)N1CCN(CC1)[C@H]1CN(CC1)C1=NC=2C(=C(C3=C(C2C=N1)COC3)C3=NC=C(C1=C3C(=C(S1)N)C#N)F)F